C(CCC)N(C1=CC=C(C=N1)C1=C2C=C(C(=CC2=CC2=C1C(OC2)=O)OC)OC)C 9-(6-(butyl(methyl)amino)pyridin-3-yl)-6,7-dimethoxynaphtho[2,3-c]furan-1(3H)-one